COCCCC=1N=C2N(C=C(C=C2)C(=O)N)C1 2-(3-methoxypropyl)imidazo[1,2-a]Pyridine-6-carboxamide